(1S,2S)-2-((tert-butoxycarbonyl)amino)cyclopentane-1-carboxylic acid C(C)(C)(C)OC(=O)N[C@@H]1[C@H](CCC1)C(=O)O